3-[2-propoxy-4-(trifluoromethyl)phenoxy]-9-[[5-(trifluoromethyl)-2-pyridyl]oxy]-9-azabicyclo[3.3.1]nonane C(CC)OC1=C(OC2CC3CCCC(C2)N3OC3=NC=C(C=C3)C(F)(F)F)C=CC(=C1)C(F)(F)F